P(=O)(OCCCCCCCCCCCCCCCCCCCCCCCC)(OCCCCCCCCCCCCCCCCCCCCCCCC)OCCCCCCCCCCCCCCCCCCCCCCCC tritetracosyl phosphate